FC(C(=O)NNC(=O)C1=NN=C2N1C=C(C=C2N2CCN(CC2)CC(C)C)S(=O)(=O)NC2(CC2)C)F 3-(2-(2,2-difluoroacetyl)hydrazin-1-carbonyl)-8-(4-isobutylpiperazin-1-yl)-N-(1-methylcyclopropyl)-[1,2,4]triazolo[4,3-a]pyridin-6-sulfonamide